bis(2-naphthyl)anthracene C1=C(C=CC2=CC=CC=C12)C=1C2=CC=CC=C2C(=C2C=CC=CC12)C1=CC2=CC=CC=C2C=C1